4-[3-[(1R)-1-[[5-[(1R,5S)-3,8-diazabicyclo[3.2.1]oct-3-yl]-2-methyl-benzoyl]amino]ethyl]-5-ethoxy-phenyl]-N,N,1-trimethyl-pyrrole-2-carboxamide [C@H]12CN(C[C@H](CC1)N2)C=2C=CC(=C(C(=O)N[C@H](C)C=1C=C(C=C(C1)OCC)C=1C=C(N(C1)C)C(=O)N(C)C)C2)C